4-(7-(difluoro-methyl)-8-fluoroimidazo[1,2-a]pyridin-3-yl)-7-((5-((2,2-dimethylpiperazin-1-yl)methyl)pyridin-2-yl)amino)isoindolin-1-one FC(C1=C(C=2N(C=C1)C(=CN2)C2=C1CNC(C1=C(C=C2)NC2=NC=C(C=C2)CN2C(CNCC2)(C)C)=O)F)F